O=C1N(CCC(N1)=O)C=1C=C(C(=O)N2CCC(CC2)C=O)C=CC1C 1-[3-(2,4-dioxo-1,3-diazinan-1-yl)-4-methylbenzoyl]piperidine-4-carbaldehyde